O=C1\C(\NC2=CC=C(C=C12)S(=O)(=O)O)=C\1/NC2=CC=C(C=C2C1=O)S(=O)(=O)O (2E)-3-oxo-2-(3-oxo-5-sulfo-1H-indol-2-ylidene)-1H-indole-5-sulfonic acid